CC=1N=C(C2=C(N1)C(=CS2)C)N[C@H](CN2CCNCC2)C 2,7-dimethyl-N-[(2S)-1-(piperazin-1-yl)propan-2-yl]thieno[3,2-d]pyrimidin-4-amine